C(CCCCCCC)(=O)C(C(=O)OCC(O)CO)CCCCCCCC glycerol monocaprylyl-caprate